ClC=1SC(=C(N1)C(=O)N(C1=CC=C(C2=NON=C21)[N+](=O)[O-])C2=C(C=C(C=C2)F)C2CC2)Cl 2,5-dichloro-N-(2-cyclopropyl-4-fluorophenyl)-N-(7-nitrobenzo[c][1,2,5]oxadiazol-4-yl)thiazole-4-carboxamide